P(=O)(O)(O)O.NCCCC(P(=O)(O)O)(O)[Na] (4-amino-1-hydroxy-1-phosphono-butyl)-sodium phosphate